4,4'-oxybis((ethynylsulfonyl)benzene) O(C1=CC=C(C=C1)S(=O)(=O)C#C)C1=CC=C(C=C1)S(=O)(=O)C#C